2'-methoxy-methyl-pseudouridine CO[C@@]1([C@@](O[C@@H]([C@H]1O)CO)(C1=CNC(=O)NC1=O)C)O